OCCN(C=1C=2N(C=C(C1)S(=O)(=O)NC1(COC1)C)C(=NC2)C(=O)N2CC(CC2)(C(F)(F)F)O)CCO 8-(bis(2-hydroxyethyl)amino)-3-(3-hydroxy-3-(trifluoromethyl)pyrrolidine-1-carbonyl)-N-(3-methyloxetan-3-yl)imidazo[1,5-a]pyridine-6-sulfonamide